behenyl terephthalate C(C1=CC=C(C(=O)[O-])C=C1)(=O)OCCCCCCCCCCCCCCCCCCCCCC